N-(3,5-Difluoro-4-((6S,7S)-7-Isobutyl-8-Methyl-6,7,8,9-Tetrahydro-3H-Pyrazolo[3,4-h]Isochinolin-6-yl)phenyl)-1-propylazetidin-3-amin FC=1C=C(C=C(C1[C@H]1[C@@H](N(CC=2C3=C(C=CC12)NN=C3)C)CC(C)C)F)NC3CN(C3)CCC